COC(CC1(C(N(C2=CC=CC=C12)C(=O)OCCCC)=O)C)=O butyl 3-(2-methoxy-2-oxoethyl)-3-methyl-2-oxoindoline-1-carboxylate